ethyl 2-(4-(1-aminoethyl)-2-((7-(3-(((tert-butoxycarbonyl)amino)methyl)phenyl)benzofuran-5-yl)methoxy)phenyl)acetate NC(C)C1=CC(=C(C=C1)CC(=O)OCC)OCC=1C=C(C2=C(C=CO2)C1)C1=CC(=CC=C1)CNC(=O)OC(C)(C)C